ClC1=C(C=CC2=C1C(=NC(CN2)C)C2=C(C=CC(=C2)OC)F)C(F)(F)F 6-Chloro-5-(2-fluoro-5-methoxy-phenyl)-3-methyl-7-(trifluoromethyl)-1,3-dihydro-1,4-benzodiazepine